C(C1=CC=CC=C1)OC(=O)N1CCC(CC1)N1C(C(=CC=C1)CN1C(NC(CC1)=O)=O)=O Benzyl-4-(3-((2,4-dioxotetrahydropyrimidin-1(2H)-yl)methyl)-2-oxopyridin-1(2H)-yl)piperidine-1-carboxylate